3-[1-Methyl-6-[4-(methylamino)-1-piperidyl]pyrazolo[3,4-b]pyridin-3-yl]piperidine-2,6-dione CN1N=C(C=2C1=NC(=CC2)N2CCC(CC2)NC)C2C(NC(CC2)=O)=O